(7R,14R)-1-(difluoromethoxy)-11-(4-(dimethylphosphoryl)-3-fluorophenyl)-10-fluoro-6-(methyl-d3)-6,7-dihydro-7,14-methanobenzo[f]benzo[4,5]imidazo[1,2-a][1,4]diazocin-5(14H)-one FC(OC1=CC=CC=2C(N([C@H]3C=4N([C@@H](C21)C3)C3=C(N4)C=C(C(=C3)C3=CC(=C(C=C3)P(=O)(C)C)F)F)C([2H])([2H])[2H])=O)F